CC1CN=C(CC1)C1CC2(CC(C2)O)C1 6-(3-methyl-2,3,4,5-tetrahydropyridin-6-yl)spiro[3.3]heptan-2-ol